5-(3-(trifluoromethyl)phenyl)-N-(3-(2-(4-methylpiperazin-1-yl)propyl)-1,2,4-thiadiazol-5-yl)furan-3-carboxamide FC(C=1C=C(C=CC1)C1=CC(=CO1)C(=O)NC1=NC(=NS1)CC(C)N1CCN(CC1)C)(F)F